6-chloro-5-iodo-pyrazin-2-amine ClC1=C(N=CC(=N1)N)I